C1=C(C=CC2=CC=CC=C12)C[SH+]CC1=CC=CC=C1 (2-naphthyl)methylbenzylsulfonium